4-(9,9'-spirobi[fluoren]-4-yl)-2,3,5,6-tetra(9H-carbazol-9-yl)benzonitrile C1=CC=C(C=2C3=CC=CC=C3C3(C12)C1=CC=CC=C1C=1C=CC=CC13)C1=C(C(=C(C#N)C(=C1N1C3=CC=CC=C3C=3C=CC=CC13)N1C3=CC=CC=C3C=3C=CC=CC13)N1C3=CC=CC=C3C=3C=CC=CC13)N1C3=CC=CC=C3C=3C=CC=CC13